N-(1-((2-chloro-5-fluorobenzyl)oxy)-2-methylpropan-2-yl)thieno[3,2-b]pyridine-6-carboxamide ClC1=C(COCC(C)(C)NC(=O)C=2C=C3C(=NC2)C=CS3)C=C(C=C1)F